C(C)OC(CC=1C(N(N=CC1Cl)CC1=CC=C(C=C1)OC)=O)=O (5-chloro-2-(4-methoxybenzyl)-3-oxo-2,3-dihydropyridazin-4-yl)acetic acid ethyl ester